CCCC(CCCCCCC)N 4-undecylamine